COC=1C=C(C=C(C1)OC)NC1=CC=C2N=CC(=NC2=C1)C=1C(=NN(C1C)C1CCN(CC1)C(=O)C1(CN(C1)C(\C=C\CN(C)C)=O)F)C (E)-1-(3-(4-(4-(7-((3,5-dimethoxyphenyl)amino)-quinoxalin-2-yl)-3,5-dimethyl-1H-pyrazol-1-yl)piperidine-1-carbonyl)-3-fluoroazetidin-1-yl)-4-(dimethylamino)but-2-en-1-one